3a,8b-dihydrothieno[2',3':4,5]thieno[2,3-c]pyridin-5(6H)-one S1C=CC2C1C1=C(C(NC=C1)=O)S2